CC(C(CO)O)CCC 3-methyl-1,2-hexanediol